NC1=NC2=CC=C(C=C2C=C1C)C(=O)N(CC1=NC=C(C=C1)C(F)(F)F)[C@H](C)C=1C=CC2=C(NC(CO2)=O)C1 2-amino-3-methyl-N-((1R)-1-(3-oxo-3,4-dihydro-2H-1,4-benzoxazin-6-yl)ethyl)-N-((5-(trifluoromethyl)-2-pyridinyl)methyl)-6-quinolinecarboxamide